1,3,5-triaminophenyl-benzene NC1(CC(=CC(=C1)N)N)C1=CC=CC=C1